2-[4-(3-fluorophenoxy)phenyl]-7-(piperazin-1-yl)-4,5,6,7-tetrahydro-2H-pyrazolo[4,3-b]pyridine-3-carboxamide FC=1C=C(OC2=CC=C(C=C2)N2N=C3C(NCCC3N3CCNCC3)=C2C(=O)N)C=CC1